CC1(C2=CC=CC=C2C=2C=C(C=CC12)C=1C=C(C=CC1)C1=CC(=CC=C1)C1=CC(=NC(=C1)C1=CC=CC=C1)C1=CC=CC=C1)C 4-[3'-(9,9-dimethyl-9H-fluoren-3-yl)-biphenyl-3-yl]-2,6-diphenyl-pyridine